C[Si](C)(C)C#CC=1C=CC2=C(C3C(O2)C3C(=O)O)C1 exo-5-[(trimethylsilyl)ethynyl]-1a,6b-dihydro-1H-cyclopropa[b][1]benzofuran-1-carboxylic acid